3-methylcyclobutaneformamidine CC1CC(C1)C(=N)N